2-(2-carbamoylphenyl)-5-methyl-1H-pyrrole-3-carboxylic acid C(N)(=O)C1=C(C=CC=C1)C=1NC(=CC1C(=O)O)C